C(=O)ON(CCNS(N)(=O)=O)C(C)(C)C tert-butyl[2-(sulfamoylamino)ethyl]amino formate